OC1=C(C=C(C=C1C(C)(C)C)CCC(=O)NNC(CCC1=CC(=C(C(=C1)C(C)(C)C)O)C(C)(C)C)=O)C(C)(C)C 1,2-bis[3-(4-hydroxy-3,5-di-tert-butylphenyl)propionyl]hydrazine